CC1=CC(=NN1CC1=CC=C(C=C1)N1CCC(CC1)S(=O)(=O)C)C(=O)NC1=CC=C(C=C1)OC(F)(F)F 5-methyl-1-(4-(4-(methylsulfonyl)piperidin-1-yl)benzyl)-N-(4-(trifluoromethoxy)phenyl)-1H-pyrazole-3-carboxamide